FC1=C2C3=C(NC2=C(C=C1F)NC)N=CC(=C3N3CC1OCCN(C1C3)C)C=3C=C1C(C(=CN(C1=NC3)C)C(=O)O)=O 6-[5,6-difluoro-4-(4-methyl-2,3,4a,5,7,7a-hexahydropyrrolo[3,4-b][1,4]oxazin-6-yl)-8-(methylamino)-9H-pyrido[2,3-b]indol-3-yl]-1-methyl-4-oxo-1,8-naphthyridine-3-carboxylic acid